ClC(C1=NC(=NO1)C1=CC=2N(C=C1)C(=C(N2)C)N=S(=O)(CC=2C=NN(C2)C)C)(F)F ((7-(5-(chlorodifluoromethyl)-1,2,4-oxadiazol-3-yl)-2-methylimidazo[1,2-a]pyridin-3-yl)imino)(methyl)((1-methyl-1H-pyrazol-4-yl)methyl)-λ6-sulfanone